2,3-dichloro-N'-(3-chloropyrazin-2-yl)phenylhydrazine ClC1=C(C=CC=C1Cl)NNC1=NC=CN=C1Cl